C1(CC1)C1=C(C=C(C(=C1)OC1=C(C=C(C=C1)F)F)C1=CC(=NC(=C1)C)C)NS(=O)(=O)CC N-(2-cyclopropyl-4-(2,4-difluorophenoxy)-5-(2,6-dimethylpyridin-4-yl)phenyl)ethanesulfonamide